FC=1C=CN2C1C(NC1=C(C(=CC=C21)CN2CCC(=CC2)C2=NC=C(C=C2)C#N)F)=O 1'-((3,6-difluoro-4-oxo-4,5-dihydropyrrolo[1,2-a]quinoxalin-7-yl)methyl)-1',2',3',6'-tetrahydro-[2,4'-bipyridine]-5-carbonitrile